(S)-2-methyl-N-((S)-1-(3-(trifluoromethoxy)phenyl)propyl)propane-2-sulfinamide CC(C)(C)[S@](=O)N[C@@H](CC)C1=CC(=CC=C1)OC(F)(F)F